dimethyl-(3-phenylpropyl)chlorosilane C[Si](Cl)(CCCC1=CC=CC=C1)C